NC1(CC1)C(=O)NC1=CC=C(C=C1)F 1-amino-N-(4-fluorophenyl)cyclopropane-1-carboxamide